C(C)OC(=O)C1=C(N=CN1[C@H](CC)C1=CC=CC=C1)F (R)-4-fluoro-1-(1-phenylpropyl)-1H-imidazole-5-carboxylic acid ethyl ester